tert-butyl 4-(4-(8-cyclopropyl-7-((2-methyl-1-((2-(trimethylsilyl)ethoxy)methyl)-1H-benzo[d]imidazol-6-yl)oxy)quinoxalin-2-yl)-1H-pyrazol-1-yl)piperidine-1-carboxylate C1(CC1)C=1C(=CC=C2N=CC(=NC12)C=1C=NN(C1)C1CCN(CC1)C(=O)OC(C)(C)C)OC=1C=CC2=C(N(C(=N2)C)COCC[Si](C)(C)C)C1